C1(CCCCC1)NC(=O)C=1N=C(OC1)C1=CC=C(C=C1)NS(=O)(=O)C1=CC=C(C=C1)OC N-Cyclohexyl-2-(4-(4-methoxyphenylsulfonamido)phenyl)oxazole-4-carboxamide